FC([C@H](C1=CN(C2=CC(=C(C=C12)F)C1=NC=CC=C1F)CC(C)(C)C)NS(=O)(=O)C1CC1)F (S)-N-(2,2-difluoro-1-(5-fluoro-6-(3-fluoropyridin-2-yl)-1-neopentyl-1H-indol-3-yl)ethyl)cyclopropanesulfonamide